NC(C(C(CC1=CC=CC=C1)NC(=O)C=1C(=NN(C1)C(F)F)C1=CC=CC=2OC(OC21)(F)F)=O)=O N-(4-amino-3,4-dioxo-1-phenylbutan-2-yl)-3-(2,2-difluorobenzo[d][1,3]dioxol-4-yl)-1-(difluoromethyl)-1H-pyrazole-4-carboxamide